Cl.O=C(CN(CCO)CCO)O bicin-hydrochloride